BrC1=C(N=C2N(C1=O)C=C(S2)Cl)C(F)(F)F 6-bromo-2-chloro-7-(trifluoromethyl)-[1,3]thiazolo[3,2-a]pyrimidin-5-one